C(=O)NN N-formamidoamine